7-chloro-3H-pyrido[4,3-d]pyrimidin-4-one ClC1=CC=2N=CNC(C2C=N1)=O